C(C1=CC=CC=C1)OC(=O)N1CCC(CC1)C1=CC2=C(C(=N1)C1=CC=C(C=C1)Br)C(=NN2)N 4-(3-amino-4-(4-bromophenyl)-1H-pyrazolo[4,3-c]pyridin-6-yl)piperidine-1-carboxylic acid benzyl ester